(S)-N-(3-(5-methoxy-1'-(tetrahydro-2H-pyran-3-yl)-1'H-[1,4'-bipyrazol]-4-yl)-1-methyl-1H-pyrazolo[3,4-c]pyridin-5-yl)cyclopropanecarboxamide COC1=C(C=NN1C=1C=NN(C1)[C@@H]1COCCC1)C1=NN(C2=CN=C(C=C21)NC(=O)C2CC2)C